1-methyl-4-methoxyimidazole CN1C=NC(=C1)OC